P(=O)(O)(O)O.C[Mg]CCCC methyl-butyl-magnesium phosphate